3-amino-N-[(3R)-7-[(3R,4R)-4-amino-3-methoxy-3-methylpyrrolidin-1-yl]-3,4-dihydro-2H-1-benzopyran-3-yl]-6-methylthieno[2,3-b]pyridine-2-carboxamide NC1=C(SC2=NC(=CC=C21)C)C(=O)N[C@H]2COC1=C(C2)C=CC(=C1)N1C[C@@]([C@@H](C1)N)(C)OC